CN(CCCCC(=O)O)C1=CC=C(C=C1)/C=C/C2=CC=C(C=C2)[N+](=O)[O-] The molecule is a C-nitro compound that is a stilbene derivative having an N-methyl,N-5-carboxypentylamino group at the 4-position and a nitro substituent at the 4'-position. It has a role as an epitope. It is a monocarboxylic acid, a tertiary amine and a C-nitro compound. It derives from a hydride of a trans-stilbene.